FC1([C@@H](N(C1)C=1N=C(C2=C(N1)C(CC2)(F)F)C=2C=C1CCNC3(COC3)C1=CC2)C)F (S)-6-(2-(3,3-difluoro-2-methylazetidin-1-yl)-7,7-difluoro-6,7-dihydro-5H-cyclopenta[d]pyrimidin-4-yl)-3,4-dihydro-2H-spiro[isoquinoline-1,3'-oxetane]